(S)-7-(((3,3-difluorocyclopentyl)amino)methyl)-1-((2-(trimethylsilyl)ethoxy)methyl)-1H-pyrrolo[3,2-b]pyridine-5-carboxylic acid FC1(C[C@H](CC1)NCC1=C2C(=NC(=C1)C(=O)O)C=CN2COCC[Si](C)(C)C)F